N-[(2R)-6-(cis-4-Hydroxycyclohexoxy)-2-(1-hydroxy-1-methyl-ethyl)-2-methyl-3H-benzofuran-5-yl]pyrazolo[1,5-a]pyrimidine-3-carboxamide O[C@H]1CC[C@H](CC1)OC1=CC2=C(C[C@](O2)(C)C(C)(C)O)C=C1NC(=O)C=1C=NN2C1N=CC=C2